N1C=C(C2=CC=CC=C12)CCN(CC[S@@](=O)C)C (S)-N-(2-(1H-indol-3-yl)ethyl)-N-methyl-2-(methylsulfinyl)ethan-1-amine